5-[(4,6-dimethyl-2-pyridinyl)amino]-7-(methylamino)-N-[(3R)-1-methyl-2-oxo-pyrrolidin-3-yl]pyrazolo[1,5-a]pyrimidine-3-carboxamide CC1=CC(=NC(=C1)C)NC1=NC=2N(C(=C1)NC)N=CC2C(=O)N[C@H]2C(N(CC2)C)=O